C1(=CC=CC=C1)SC1=CC=CC=C1 diphenyl-sulfur